2-allyl-1-(benzyloxy)-5-methoxynaphthalene C(C=C)C1=C(C2=CC=CC(=C2C=C1)OC)OCC1=CC=CC=C1